ClC1=CC(=C(C=C1)C1=CC(=C(C=C1)C1CC1)C1=CC(OC(C1=O)(C)C)(C)C)F 4-(4'-Chloro-4-cyclopropyl-2'-fluoro[1,1'-biphenyl]-3-yl)-5,6-dihydro-2,2,6,6-tetramethyl-5-oxo-2H-pyran